ONCCCCCC(=O)[O-] N-hydroxy-6-aminocaproate